(4-trifluoromethylphenyl)trifluoromethanesulfonic acid palladium [Pd].FC(C1=CC=C(C=C1)OS(=O)(=O)C(F)(F)F)(F)F